BrC=1C(=NN(C1)C=1C=C(C=CC1)NC(C=C)=O)[N+](=O)[O-] N-(3-(4-bromo-3-nitro-1H-pyrazol-1-yl)phenyl)acrylamide